C(=O)(O)C=1C=NN(C1)C1=NC2=C(N1)C=CC=C2 2-(4-Carboxy-pyrazol-1-yl)-1H-benzoimidazole